ClC=1C(=C(C=CC1)NS(=O)(=O)C=1SC(=CC1)S(=O)(=O)N(C)C)N1CCC(CC1)(Cl)Cl N2-[3-Chloro-2-(4,4-dichloro-1-piperidinyl)phenyl]-N5,N5-dimethylthiophene-2,5-disulfonamide